ClC1=NC=2N(C(C(N(C2C=N1)C)=O)CC)C1CCCC1 2-chloro-8-cyclopentyl-7-ethyl-5-methyl-7,8-dihydropteridin-6(5H)-one